ethyl 5-(bis(4-methoxybenzyl)amino)-6-methyl-1-((2-(trimethylsilyl)ethoxy) methyl)-1H-pyrrolo[3,2-b]pyridine-2-carboxylate COC1=CC=C(CN(C2=C(C=C3C(=N2)C=C(N3COCC[Si](C)(C)C)C(=O)OCC)C)CC3=CC=C(C=C3)OC)C=C1